C(C1CO1)OC1=CC(=CC=C1)OCC1CO1 1,3-bis[(2,3-epoxypropyl)oxy]benzene